3-(1-(3-(5-(4-((1-(4-((2,6-dioxopiperidin-3-yl)amino)-2-fluorophenyl)azetidine-3-yl)methyl)piperazin-1-yl)pyrimidin-2-yl)benzyl)-6-oxo-1,6-dihydropyridazin-3-yl)benzonitrile O=C1NC(CCC1NC1=CC(=C(C=C1)N1CC(C1)CN1CCN(CC1)C=1C=NC(=NC1)C=1C=C(CN2N=C(C=CC2=O)C=2C=C(C#N)C=CC2)C=CC1)F)=O